trisodium nitrilotriacetic acid salt monohydrate O.N(CC(=O)[O-])(CC(=O)[O-])CC(=O)[O-].[Na+].[Na+].[Na+]